OC1=CC=C2C(=CC(OC2=C1)=O)C1=CC=C(C=C1)Br 7-hydroxy-4-(4-bromophenyl)-coumarin